6-(3-fluorophenoxy)-1-(tetrahydro-2H-pyran-4-yl)-1H-indazol-5-amine FC=1C=C(OC2=C(C=C3C=NN(C3=C2)C2CCOCC2)N)C=CC1